2-Methyl-2-propanyl 4-{2-chloro-7-[trans-4-(methoxycarbonyl)cyclohexyl]-8-oxo-7,8-dihydro-9H-purin-9-yl}-1-Piperidinecarboxylate ClC1=NC=C2N(C(N(C2=N1)C1CCN(CC1)C(=O)OC(C)(C)C)=O)[C@@H]1CC[C@H](CC1)C(=O)OC